2-chloro-3,4-bis((4-methoxybenzyl)oxy)-N-(prop-2-yn-1-yl)benzamide ClC1=C(C(=O)NCC#C)C=CC(=C1OCC1=CC=C(C=C1)OC)OCC1=CC=C(C=C1)OC